8-(1-aminoethyl)-3-cyclobutyl-6-methyl-2-morpholino-quinazolin-4-one NC(C)C=1C=C(C=C2C(N(C(=NC12)N1CCOCC1)C1CCC1)=O)C